C1(=CC=CC=C1)N(C(C=C)=O)C1CCN(CC1)CCC1=CC=CC=C1 N-phenyl-N-[1-(2-phenylethyl)piperidin-4-yl]propenamide